CC(CC)(CCCCCCCCCCCC)C1C(N=NO1)=O 5-(3-methylpentadecan-3-yl)-1,2,3-oxadiazol-4(5H)-one